CC1CC(C1)(C1=NN=CN1C)C=1C=C(C=NC1)NC(=O)C1=CC(=C2C(=N1)SC=C2)CNC2(CC2)C N-(5-((1s,3s)-3-methyl-1-(4-methyl-4H-1,2,4-triazol-3-yl)cyclobutyl)pyridin-3-yl)-4-(((1-methylcyclopropyl)amino)methyl)thieno[2,3-b]pyridine-6-carboxamide